ClC=1C=C(C2=C(OC3(CCCC3)OC2C)C1)C(=O)NCC=1C(NC(=CC1C)C)=O 7-chloro-N-((4,6-dimethyl-2-oxo-1,2-dihydropyridin-3-yl)methyl)-4-methyl-spiro[benzo[d][1,3]dioxine-2,1'-cyclopentane]-5-carboxamide